C(C)(C)(C)OC([C@@H](NC(=O)OC(C)(C)C)CCCC(N)C(=O)OCC1=CC=CC=C1)=O 6-((benzyloxy)carbonyl)-N2-(tert-butoxycarbonyl)-L-lysine tert-butyl ester